3-(3-amino-1H-pyrazol-5-yl)butan-1-ol NC1=NNC(=C1)C(CCO)C